O=C1NC(CCC1N1CC2=CC=C(C(=C2C1=O)F)C(=O)O)=O 2-(2,6-dioxopiperidin-3-yl)-4-fluoro-3-oxoisoindoline-5-carboxylic acid